2-CHLORO-6-METHOXYNICOTINALDEHYDE ClC1=C(C=O)C=CC(=N1)OC